(S)-1-(1-(4-(2-methoxypyrimidin-4-yl)phenyl)ethyl)-4-(propane-1-yn-1-yl)-1H-indazole COC1=NC=CC(=N1)C1=CC=C(C=C1)[C@H](C)N1N=CC2=C(C=CC=C12)C#CC